C[C@@H]1[C@H]2C([C@H]2[C@H](N1)C)C(=O)NC(C)(C)C1=NC=C2N1C=CC=C2SC (1R,2R,4R,5S,6R)-2,4-dimethyl-N-(2-(8-(methylthio)imidazo[1,5-a]pyridin-3-yl)propan-2-yl)-3-azabicyclo[3.1.0]hexane-6-carboxamide